2-(5-(2-(3-fluoro-3-methylazetidin-1-yl)ethyl)-2-oxopyrimidin-1(2H)-yl)-4-methylpentanoic acid FC1(CN(C1)CCC=1C=NC(N(C1)C(C(=O)O)CC(C)C)=O)C